COC=1C=C(C=CC1OC)C=1NC2=CC=C(C=C2C1C(C)C)C=1OC(=NN1)N1CCNCC1 2-(2-(3,4-dimethoxyphenyl)-3-isopropyl-1H-indol-5-yl)-5-(piperazin-1-yl)-1,3,4-oxadiazole